(S)-N-(2-(1-(3-chloro-4-((3,5-difluoropyridin-2-yl)methoxy-d2)-5',6-dimethyl-2-carbonyl-2H-[1,4'-bipyridin]-2'-yl)-4-fluoro-1H-pyrazol-3-yl)propan-2-yl)propanamide ClC=1C(N(C(=CC1OC([2H])([2H])C1=NC=C(C=C1F)F)C)C1=CC(=NC=C1C)N1N=C(C(=C1)F)C(C)(C)NC(CC)=O)=C=O